2-({7-amino-4-[1-(2,2-difluoroethyl)-1H-indazol-6-yl]-1-oxo-2,3-dihydro-1H-isoindol-2-yl}methyl)prop-2-enenitrile NC=1C=CC(=C2CN(C(C12)=O)CC(C#N)=C)C1=CC=C2C=NN(C2=C1)CC(F)F